racemic-2-(1-(tert-butoxycarbonyl)-3,3-difluoropiperidin-4-yl)acetic acid C(C)(C)(C)OC(=O)N1CC([C@H](CC1)CC(=O)O)(F)F |r|